4-[[5-(4-chloro-2-methyl-phenoxy)-4-methyl-3-pyridyl]methyl]-3-fluoro-N-(methylsulfamoyl)pyridin-2-amine ClC1=CC(=C(OC=2C(=C(C=NC2)CC2=C(C(=NC=C2)NS(NC)(=O)=O)F)C)C=C1)C